cresol-formaldehyde sodium salt [Na].C=1(C(=CC=CC1O)C=O)C